N-(4-fluorophenyl)-2-(furan-2-carbonyl)hydrazine FC1=CC=C(C=C1)NNC(=O)C=1OC=CC1